OC=1C=CC(=NC1)NC(=O)N1CCC(CC1)C1=CC(=CC=C1)Cl N-[5-[hydroxy]pyridin-2-yl]-4-(3-chlorophenyl)piperidine-1-carboxamide